2-(2-(2-hydroxyphenyl-4,5-dihydroimidazol-1-yl)ethyl)benzamide OC1=C(C=CC=C1)C=1N(CCN1)CCC1=C(C(=O)N)C=CC=C1